NC1=CC=C(C=N1)OC1=CC=C(C=C1)NC(=O)NC1=CC=C(C=C1)C(F)(F)F 1-(4-((6-aminopyridin-3-yl)oxy)phenyl)-3-(4-trifluoromethylphenyl)urea